CC(CC)=NO 2-butanone oxime